Dimethyl-pentamethylenediamine CNCCCCCNC